6-[(2R)-3-(3,4-dihydro-1H-isoquinolin-2-yl)-2-hydroxypropyl]-2-[[1-[(2R)-2-hydroxypropyl]-4-piperidinyl]oxy]-7,8-dihydro-1,6-naphthyridin-5-one C1N(CCC2=CC=CC=C12)C[C@H](CN1C(C=2C=CC(=NC2CC1)OC1CCN(CC1)C[C@@H](C)O)=O)O